ClC1=C(C=C(C=C1)OC)[C@H]1COCCCN1C1=NC(=NC(=C1)C)N (S)-4-[3-(2-chloro-5-methoxy-phenyl)-1,4-oxazepan-4-yl]-6-methyl-pyrimidin-2-amine